BrC=1C=C2C(=CN=NC2=CC1)N[C@H](C)C1=C(C(=CC=C1)C(F)F)F (R)-6-Bromo-N-(1-(3-(difluoromethyl)-2-fluorophenyl)ethyl)cinnolin-4-amine